Cl.C(C1=CC=CC=C1)C=1N=C(NC1)C1=CC=CC=C1 benzyl-2-phenylimidazole hydrochloride